1,1-difluoro-N-((6S,7S)-5-((R)-2-fluoropropanoyl)-6-((2,3',5,5'-tetrafluoro-[1,1'-biphenyl]-3-yl)methyl)-5-azaspiro[2.4]heptan-7-yl)methanesulfonamide FC(S(=O)(=O)N[C@@H]1[C@@H](N(CC12CC2)C([C@@H](C)F)=O)CC=2C(=C(C=C(C2)F)C2=CC(=CC(=C2)F)F)F)F